4-(2,6,6-trimethyl-1-cyclohexen-1-yl)butan-2-one CC1=C(C(CCC1)(C)C)CCC(C)=O